3-(4-(piperidin-4-ylamino)phenyl)piperidine-2,6-dione N1CCC(CC1)NC1=CC=C(C=C1)C1C(NC(CC1)=O)=O